BrC=1C=C(C(=NC1)C1=NC=2N(C=C1)N=C(N2)C(F)(F)F)S(=O)(=O)CC 5-(5-bromo-3-(ethylsulfonyl)pyridin-2-yl)-2-(trifluoromethyl)-[1,2,4]triazolo[1,5-a]pyrimidine